N'-hydroxy-1-(o-tolyl)cyclopropane-1-carboximidamide ON=C(N)C1(CC1)C1=C(C=CC=C1)C